CC(CCNCCCCCCCN)CC N-(3-methylpentyl)heptane-1,7-diamine